CC=1C(=NC=C(C1C)C(F)(F)F)N 3,4-dimethyl-5-(trifluoromethyl)pyridin-2-amine